1-((2-(1H-pyrrolo[2,3-b]pyridin-3-yl)pyrimidin-4-yl)amino)cyclobutane-3-carbonitrile N1C=C(C=2C1=NC=CC2)C2=NC=CC(=N2)NC2CC(C2)C#N